5-bromo-1-(2-ethylbutyl)indolin-2-one BrC=1C=C2CC(N(C2=CC1)CC(CC)CC)=O